6-(2-chloro-5-methoxyphenyl)-5-(2,6-difluorophenyl)-2,4-dimethyl-3(2H)-pyridazinone ClC1=C(C=C(C=C1)OC)C=1C(=C(C(N(N1)C)=O)C)C1=C(C=CC=C1F)F